[N+](=O)([O-])C=1C(=CC2=C(OCO2)C1)C(C)O 1-(6-nitrobenzo[d][1,3]dioxol-5-yl)ethanol